BrC=1C=C(C=CC1)C1(CC1)CC(=O)NNC(NC)=S 2-(2-(1-(3-bromophenyl)cyclopropyl)acetyl)-N-methylhydrazine-1-carbothioamide